BrC=1C=NN(C1N1C(C2=C(C(=C(C=C2C1)Cl)OC)F)=O)C 2-(4-bromo-1-methyl-1H-pyrazol-5-yl)-5-chloro-7-fluoro-6-methoxy-isoindol-1-one